FC(OC=1C(=CC(=NC1)N1CCN(CC1)C)C1=C(C(=NC(=N1)N)C=1C=C2CNC3(C2=CC1)CC3)F)F (5-(difluoromethoxy)-2-(4-methylpiperazin-1-yl)pyridin-4-yl)-5-fluoro-4-(spiro[cyclopropane-1,1'-isoindoline]-5'-yl)pyrimidin-2-amine